CC1=C(C(=O)N[C@H](C)C2=CC=CC3=CC=CC=C23)C=C(C=C1)NC(=O)NCC1CCNCC1 (R)-2-methyl-N-(1-(naphthalen-1-yl)ethyl)-5-(3-(piperidin-4-ylmethyl)ureido)benzamide